F\C(=C(/C1=CC=C(C=C1)O)\F)\C1=CC=C(C=C1)O 4-[(E)-1,2-difluoro-2-(4-hydroxyphenyl)vinyl]phenol